4-((5-chloro-4-(1-isopropyl-1H-pyrazol-4-yl)pyrimidin-2-yl)amino)-N-(2,3-dihydro-1H-inden-5-yl)-3-methoxybenzamide ClC=1C(=NC(=NC1)NC1=C(C=C(C(=O)NC=2C=C3CCCC3=CC2)C=C1)OC)C=1C=NN(C1)C(C)C